C(NC(C1=CN=CC=C1NC1=CN(C2=C1C(N(C=C2)C(C(F)(F)F)C)=O)C)=O)([2H])([2H])[2H] N-(methyl-d3)-4-((1-methyl-4-oxo-5-(1,1,1-trifluoropropan-2-yl)-4,5-dihydro-1H-pyrrolo[3,2-c]pyridin-3-yl)amino)nicotinamide